COC1=NC=CC=C1C=1C=NN2C1N=C(C=C2)N2C[C@H](CC2)N(C(OC(C)C)=O)C (S)-isopropyl (1-(3-(2-methoxypyridin-3-yl)pyrazolo[1,5-a]pyrimidin-5-yl)pyrrolidin-3-yl)(methyl)carbamate